C(CCCCC(C)C)N(CCCCCC(C)C)CC(=O)OCCCCC 1-pentanol N,N-diisooctylaminoacetate